4-[(3S)-piperidin-3-ylamino]pyrido[3,2-d]pyrimidine-8-carboxamide N1C[C@H](CCC1)NC=1C2=C(N=CN1)C(=CC=N2)C(=O)N